FC1=CC(=C(C=C1)C1=C2C=NN(C2=CC(=C1)C1CN(C1)CC1CCNCC1)C)C(=O)N1[C@@H](COCC1)C 4-{4-fluoro-2-[(3R)-3-methylmorpholine-4-carbonyl]phenyl}-1-methyl-6-{1-[(piperidin-4-yl)methyl]azetidin-3-yl}-1H-indazole